(6-Hydroxy-10-(1-phenyl-1H-1,2,3-triazol-4-yl)-[1,2,4]triazolo[5,1-a]isoquinoline-5-carbonyl)glycine OC1=C(N2C(C3=C(C=CC=C13)C=1N=NN(C1)C1=CC=CC=C1)=NC=N2)C(=O)NCC(=O)O